C(#N)C1=CC(=C(COC2=CC=CC(=N2)C2=CC(=C(CC3=NC4=C(N3C3COC5(COC5)C3)C=C(C=C4)C(=O)O)C=C2F)F)C=C1)F 2-(4-(6-((4-cyano-2-fluorobenzyl)oxy)pyridin-2-yl)-2,5-difluorobenzyl)-1-(2,5-dioxaspiro[3.4]octan-7-yl)-1H-benzo[d]imidazole-6-carboxylic acid